C(C)(C)(C)OC(=O)N1C(COCCC1)C1=C(C2=C(NC(=N2)C(NC(=O)C=2C(=NOC2)C)C2CCCCCCC2)C=C1)F 3-(2-{cyclooctyl-[(3-methylisoxazole-4-carbonyl)amino]methyl}-4-fluoro-1H-benzoimidazol-5-yl)-1,4-oxaazepan-4-carboxylic acid tert-butyl ester